C(=O)O.C(C)OC1CC(C1)N1N=C(C(=C1)NC(=O)C=1OC(=CC1)C=1C=NNC1)C1=NC(=CC=C1)F N-(1-((1s,3s)-3-ethoxycyclobutyl)-3-(6-fluoropyridin-2-yl)-1H-pyrazol-4-yl)-5-(1H-pyrazol-4-yl)furan-2-carboxamide formate